dibutylaminobenzoic acid C(CCC)N(CCCC)C1=C(C(=O)O)C=CC=C1